FC(C)(F)C1=CC=C(C(=N1)C)S(=O)(=O)N1CC2(C1)CC(C2)NC2CCOCC2 2-((6-(1,1-Difluoroethyl)-2-methylpyridin-3-yl)sulfonyl)-N-(tetrahydro-2H-pyran-4-yl)-2-azaspiro[3.3]heptan-6-amine